1-(5-chloro-2-((6-methoxy-2-methyl-1,2,3,4-tetrahydroisoquinoline-7-yl)amino)pyrimidine-4-yl)-6-fluoro-3-methylindoline ClC=1C(=NC(=NC1)NC1=C(C=C2CCN(CC2=C1)C)OC)N1CC(C2=CC=C(C=C12)F)C